OC1=C(C=CC=C1)C1=CC(=CN=N1)N1CCC(CC1)(C(=O)O)OC1=NN(C=C1)C 1-(6-(2-hydroxyphenyl)pyridazin-4-yl)-4-((1-methyl-1H-pyrazol-3-yl)oxy)piperidine-4-carboxylic acid